OC1=CC=CC(N1)=O 6-hydroxypyridin-2(1H)-one